FC(C(=O)O)(F)F.NC1=NC=NN2C1=NC=C2C=2C=C(C=CC2C)S(=O)(=O)NC21CN(CC(C2)C1)C 3-(4-aminoimidazo[2,1-f][1,2,4]triazin-7-yl)-4-methyl-N-(3-methyl-3-azabicyclo[3.1.1]heptan-1-yl)benzenesulfonamide Trifluoroacetate